capryloyl caprylate C(CCCCCCC)(=O)OC(CCCCCCC)=O